NC=1N=C2N(C=C(C=C2)C2=C(C=CC(=C2)F)C)C1C(=O)[C@H]1[C@H](C1)F (2-amino-6-(5-fluoro-2-methylphenyl)imidazo[1,2-a]pyridin-3-yl)((1S,2S)-2-fluorocyclopropyl)methanone